4,6-Difluoro-N-(2-(2-methyl-1,2,5,6-tetrahydropyridin-3-yl)thieno[2,3-b]pyridin-4-yl)-benzo[d]thiazol-5-amine FC1=C(C(=CC2=C1N=CS2)F)NC2=C1C(=NC=C2)SC(=C1)C=1C(NCCC1)C